CNC1=CC=C(C=C1)NC(CCCCCCC(=O)OC(C)(C)C)=O tert-Butyl 8-((4-(methylamino)phenyl)amino)-8-oxooctanoate